COC=1C=C(C=CC1OC)C1=CC=C(C2=NC3=C(C(C4=NC5=C(C=CC(=C5N=C4C3=O)C3=CC(=C(C=C3)OC)OC)C3=CC(=C(C=C3)OC)OC)=O)N=C12)C1=CC(=C(C=C1)OC)OC 1,4,8,11-tetra(3,4-dimethoxyphenyl)quinoxalino[2,3-b]phenazine-6,13-dione